tert-butyl N-[1-[(2-bromo-4-cyano-3-thienyl)methyl]-2-hydroxy-ethyl]-N-methyl-carbamate BrC=1SC=C(C1CC(CO)N(C(OC(C)(C)C)=O)C)C#N